O1CCN(CC1)C1=NC(=C(C(=N1)C1=CC(=CC=C1)N1N=CC=C1)C(=O)OCC)NC=1C=NC=CC1 ethyl 2-morpholino-4-(3-pyrazol-1-ylphenyl)-6-(3-pyridylamino)pyrimidine-5-carboxylate